N-(4-amino-1H-pyrazolo[4,3-c]pyridin-7-yl)-2-oxo-2-[rac-(2R,5S)-2-(5-chloro-3-pyridyl)-5-methyl-1-piperidyl]acetamide NC1=NC=C(C2=C1C=NN2)NC(C(N2[C@H](CC[C@@H](C2)C)C=2C=NC=C(C2)Cl)=O)=O |r|